C1N(CC2=CC=CC=C12)C1=NC=2N(C(=C1)C=1C=NNC1)N=C(C2)C(=O)NC2=CC(=CC=C2)OC(C)C 5-(isoindolin-2-yl)-N-(3-isopropoxyphenyl)-7-(1H-pyrazol-4-yl)pyrazolo[1,5-a]pyrimidine-2-carboxamide